(1R,2R,3S)-N-(6-((R)-1-cyanospiro[2.2]pentan-1-yl)isoquinolin-3-yl)-2-methyl-3-(1-methyl-1H-pyrazol-4-yl)cyclopropane-1-carboxamide C(#N)[C@@]1(CC12CC2)C=2C=C1C=C(N=CC1=CC2)NC(=O)[C@@H]2[C@@H]([C@@H]2C=2C=NN(C2)C)C